ClC1=NC=C(C(=O)NOC)C(=C1)NC1=CC=C2C=NN(C2=C1)C 6-Chloro-N-methoxy-4-((1-methyl-1H-indazol-6-yl)amino)nicotinamide